C(C(=C)C)(=O)OC12CC3(CC(CC(C1)C3)C2)OC(C(C)(C)Br)=O 3-(2-bromoisobutyryloxy)adamantyl methacrylate